C1(CC1)OCC1CCC2(CCCN12)CO (3-(cyclopropoxymethyl)tetrahydro-1H-pyrrolizin-7a(5H)-yl)methanol